2-aminoethoxyvinyl-glycine NCCOC=CNCC(=O)O